N[C@@H](C(=O)N[C@H](C(NC=1SC2=C(N1)C=CC(=C2)OC(F)(F)F)=O)CC2=CC=CC=C2)C(C)C (R)-2-amino-3-methyl-N-((S)-1-oxo-3-phenyl-1-((6-(trifluoromethoxy)benzo[d]thiazol-2-yl)amino)propan-2-yl)butanamide